2-amino-5-bromo-terephthalic acid NC1=C(C(=O)O)C=C(C(=C1)C(=O)O)Br